ClC1=C(OC2=CC=C(C=C2)C2=NN(C3=C2C=NC=C3OCCC)[C@H]3CN(CCC3)C(C=C)=O)C=CC=C1OC (R)-1-(3-(3-(4-(2-chloro-3-methoxyphenoxy)phenyl)-7-propoxy-1H-pyrazolo[4,3-c]pyridin-1-yl)piperidin-1-yl)prop-2-en-1-one